C1(C=CC=C1)[Al]C1C=CC=C1 bis-cyclopentadienyl-aluminum